6-[2-cyano-3-[[ethyl(methyl)sulfamoyl]amino]-6-fluoro-phenoxy]-3-[3-(4-methyl-4-piperidyl)propyl]-4-oxo-quinazoline C(#N)C1=C(OC=2C=C3C(N(C=NC3=CC2)CCCC2(CCNCC2)C)=O)C(=CC=C1NS(N(C)CC)(=O)=O)F